tert-butyl 8,8-difluoro-2,6-diazaspiro[3.4]octane-6-carboxylate FC1(CN(CC12CNC2)C(=O)OC(C)(C)C)F